C1(CCCC1)[C@@H](C(=O)OCC)C Ethyl (S)-2-cyclopentylpropanoate